Methyl (S)-5-(4-(4-((2-methoxy-12-oxo-6a,7,8,9,10,12-hexa-hydrobenzo[e]pyrido[1,2-a][1,4]diazepin-3-yl)oxy)butanamido)-1-methyl-1H-pyrrole-2-carboxamido)benzo[b]thiophene-2-carboxylate COC1=CC2=C(N=C[C@H]3N(C2=O)CCCC3)C=C1OCCCC(=O)NC=1C=C(N(C1)C)C(=O)NC1=CC3=C(SC(=C3)C(=O)OC)C=C1